1,3-dimethyl-1H-imidazolium chloride [Cl-].CN1C=[N+](C=C1)C